FC1=CC=C(C=C1)C1=CC(=CC2=C1CCC=1C=CC(=NC21)C2=C(C=CC=C2)O)C2=NC=CC=C2 2-(7-(4-fluorophenyl)-9-(pyridin-2-yl)-5,6-dihydrobenzo[h]quinolin-2-yl)phenol